C1(CC1)NC1=NC(=NC=C1C(=O)NC1=C(C=CC=C1C)F)NC1=CC=C(C=C1)N1CCN(CC1)C 4-(cyclopropylamino)-N-(2-fluoro-6-methylphenyl)-2-((4-(4-methylpiperazin-1-yl)phenyl)amino)pyrimidine-5-carboxamide